[Si]([O-])([O-])(O)O.[Na+].[Na+] disodium silicate